C(=C)[SiH2]OCCCCCC vinyl(n-hexoxy)silane